FC1=NC=C(C(=N1)NC=1C=C2CC(N(C2=CC1)C)=O)C#N 2-fluoro-4-((1-methyl-2-oxoindolin-5-yl)amino)pyrimidine-5-carbonitrile